BrC1=CC=C(C=C1)C(CCCO)O 1-(4-Bromophenyl)butane-1,4-diol